(R)-(1-(2-chloro-5,6,7,8-tetrahydroquinazolin-4-yl)pyrrolidin-2-yl)methanol ClC1=NC=2CCCCC2C(=N1)N1[C@H](CCC1)CO